Tert-butyl 4-((5-((4-chloro-5-(trifluoromethyl)pyrimidin-2-yl)amino)-2-oxoindolin-1-yl)methyl)piperidine-1-carboxylate ClC1=NC(=NC=C1C(F)(F)F)NC=1C=C2CC(N(C2=CC1)CC1CCN(CC1)C(=O)OC(C)(C)C)=O